N-[3-[2-(difluoromethoxy)-5-methylsulfonylphenyl]-1H-pyrazol-4-yl]pyrazolo[1,5-a]pyrimidine-3-carboxamide FC(OC1=C(C=C(C=C1)S(=O)(=O)C)C1=NNC=C1NC(=O)C=1C=NN2C1N=CC=C2)F